6-(1H-pyrazol-4-yl)pyridine-2-carboxamide hydrochloride Cl.N1N=CC(=C1)C1=CC=CC(=N1)C(=O)N